O-Allyl-N-(tert-butoxycarbonyl)-L-serine C(C=C)OC[C@H](NC(=O)OC(C)(C)C)C(=O)O